hexadecylnonanoic acid C(CCCCCCCCCCCCCCC)C(C(=O)O)CCCCCCC